3-bromo-N-(1,1-dimethylethyl)androstane-3,5-diene-17beta-formamide BrC1=CC2=CC[C@H]3[C@@H]4CC[C@@H]([C@@]4(C)CC[C@@H]3[C@]2(CC1)C)C(=O)NC(C)(C)C